(E)-3-methyl-5-(N-(4-(3-methoxy-3-oxoprop-1-en-1-yl)benzyl)-N-phenethylsulfamoyl)benzofuran-2-carboxylic acid ethyl ester C(C)OC(=O)C=1OC2=C(C1C)C=C(C=C2)S(N(CCC2=CC=CC=C2)CC2=CC=C(C=C2)\C=C\C(=O)OC)(=O)=O